FC(S(=O)(=O)OC1=C2C=NN(C2=CC(=C1C)Cl)C1OCCCC1)(F)F 6-chloro-5-methyl-1-(tetrahydro-2H-pyran-2-yl)-1H-indazol-4-yl trifluoromethanesulfonate